N[C@H](C(=O)OCCCCCCCCCCC)CC1=CC(=CC(=C1)F)F undecyl (S)-2-amino-3-(3,5-difluorophenyl)propanoate